FC=1C=C2C(=NC1)N(C=C2C2CC1C(CN(C1)C=1C=CC3=C(N=C(O3)N3CCOCC3)C1)C2)C 5-(5-(5-fluoro-1-methyl-1H-pyrrolo[2,3-b]pyridin-3-yl)hexahydrocyclopenta[c]pyrrol-2(1H)-yl)-2-morpholinobenzo[d]oxazole